FC1=CC(=C(C=C1)CN)C=C (4-Fluoro-2-vinylphenyl)methylamine